ClC=1C2=C(N=CN1)NC(=C2)C2=CC=C(CCN1CCC3(CC1)CCNCC3)C=C2 3-(4-(4-Chloro-7H-pyrrolo[2,3-d]pyrimidin-6-yl)phenethyl)-3,9-diazaspiro[5.5]undecane